N[C@@H](CCSC)C(=S)O thiomethionine